rac-6-amino-4-(((1S,2R)-2-methoxycyclopentyl)amino)-1-methylquinolin-2(1H)-one NC=1C=C2C(=CC(N(C2=CC1)C)=O)N[C@@H]1[C@@H](CCC1)OC |r|